C(=O)C1CCN(CC1)C1=NOC(=C1)[C@H](C(=O)N1[C@@H](C[C@H](C1)O)C(=O)N[C@@H](C)C1=CC=C(C=C1)C1=C(N=CS1)C)C(C)C (2S,4R)-1-[(2R)-2-[3-(4-formylpiperidin-1-yl)-1,2-oxazol-5-yl]-3-methylbutanoyl]-4-hydroxy-N-[(1S)-1-[4-(4-methyl-1,3-thiazol-5-yl)phenyl]ethyl]pyrrolidine-2-carboxamide